C(C1=CC=C(C(=O)O)C=C1)(=O)O.O1CCC1.O1CCC1 bisoxetane terephthalate